C(C)OC1C=COO1 2-ethoxy-3,4-dioxol